C[C@@]12CC[C@H](C[C@H]2O1)C(=C)C (1S,4R,6R)-1-methyl-4-(prop-1-en-2-yl)-7-oxabicyclo[4.1.0]heptane